diisobutyl-2,3-diisopropylsuccinate C(C(C)C)OC(C(C(C(=O)OCC(C)C)C(C)C)C(C)C)=O